(R)-4-(1-Methyl-5-(5-(2-methyl-4-(oxetan-3-yl)piperazin-1-yl)pyridin-2-ylamino)-6-oxo-1,6-dihydropyridin-3-yl)-2-(1-oxo-6,7,8,9-tetrahydropyrazino[1,2-a]indol-2(1H)-yl)nicotinaldehyde CN1C=C(C=C(C1=O)NC1=NC=C(C=C1)N1[C@@H](CN(CC1)C1COC1)C)C1=CC=NC(=C1C=O)N1C(C=2N(C=3CCCCC3C2)C=C1)=O